Cl.OC1=C(C=2CCNCC2C=C1)C=O 6-hydroxy-1,2,3,4-tetrahydro-isoquinoline-5-carbaldehyde hydrochloride